tert-butyl (3S)-4-(6-cyano-5-nitropyridin-2-yl)-3-(hydroxymethyl)piperazine-1-carboxylate C(#N)C1=C(C=CC(=N1)N1[C@@H](CN(CC1)C(=O)OC(C)(C)C)CO)[N+](=O)[O-]